FC1=C(C=CC=C1F)[C@@]1(CN2[C@H](CO1)CN(CC2)C(=O)C2=C(C(=CC=C2)OC)Cl)O [(3R,9aS)-3-(2,3-Difluorophenyl)-3-hydroxy-1,4,6,7,9,9a-hexahydropyrazino[2,1-c][1,4]oxazin-8-yl]-(2-chloro-3-methoxyphenyl)methanon